COC1=C(C=C(C=N1)NC(C1=CC(=CC=C1)C(F)(F)F)=O)N1C(N(C2=NC(=NC=C2C1)S(=O)(=O)C)C)=O N-(6-methoxy-5-(1-methyl-7-(methylsulfonyl)-2-oxo-1,2-dihydropyrimido[4,5-d]pyrimidin-3(4H)-yl)pyridin-3-yl)-3-(trifluoromethyl)benzamide